ClC=1C=C(C=CC1F)NC1=NC=NC2=CC(=C(C=C12)OC1CCOCC1)OCCNS(=O)(=O)C 4-[(3-chloro-4-fluorophenyl)amino]-6-(tetrahydropyran-4-yloxy)-7-(2-methanesulfonylamino-ethoxy)-quinazoline